[N+](=O)([O-])CCCC nitrobutane